(R)-benzyl tert-butyl (3-((2-(N,N-bis(4-methoxybenzyl)sulfamoyl)-4-iodo-3-(2-(4-methoxybenzyl)-2H-tetrazol-5-yl)phenyl)sulfonyl)propane-1,2-diyl)dicarbamate COC1=CC=C(CN(S(=O)(=O)C2=C(C=CC(=C2C=2N=NN(N2)CC2=CC=C(C=C2)OC)I)S(=O)(=O)C[C@@H](CNC(OCC2=CC=CC=C2)=O)NC(OC(C)(C)C)=O)CC2=CC=C(C=C2)OC)C=C1